methyl 6-hydroxy-2,2-dimethylhexanoate OCCCCC(C(=O)OC)(C)C